C(C=C)(=O)OCSCCC propylthiomethyl acrylate